(S)-1-(1-(3-Amino-2-chloro-6-fluorophenoxy)-8-((1,1,1-trifluoropropan-2-yl)oxy)isoquinolin-6-yl)-3-((benzyloxy)methyl)-4-ethyl-1H-1,2,4-triazol-5(4H)-one NC=1C(=C(OC2=NC=CC3=CC(=CC(=C23)O[C@H](C(F)(F)F)C)N2N=C(N(C2=O)CC)COCC2=CC=CC=C2)C(=CC1)F)Cl